CC1=C(C=NN1)C1=CC=2N=C(NC(C2S1)=O)[C@H]1NCCC1 6-(5-methyl-1H-pyrazol-4-yl)-2-[(2S)-pyrrolidin-2-yl]thieno[3,2-d]pyrimidin-4(3H)-one